2-(benzyloxymethyl)-1,3-propanediol C(C1=CC=CC=C1)OCC(CO)CO